3-[4-(bromomethyl)phenyl]-5-(trifluoromethyl)-1,2,4-oxadiazol BrCC1=CC=C(C=C1)C1=NOC(=N1)C(F)(F)F